3-((3-exo)-3-((9-methyl-6-((5-methyl-1H-pyrazol-3-yl)amino)-9H-purin-2-yl)amino)-8-azabicyclo[3.2.1]oct-8-yl)propionitrile CN1C2=NC(=NC(=C2N=C1)NC1=NNC(=C1)C)NC1CC2CCC(C1)N2CCC#N